(1S,2S)-N-(5-(7-ethoxy-6-fluoro-5-methyl-1H-indazol-4-yl)pyrazolo[1,5-a]pyridin-2-yl)-2-fluorocyclopropane-1-carboxamide C(C)OC=1C(=C(C(=C2C=NNC12)C1=CC=2N(C=C1)N=C(C2)NC(=O)[C@H]2[C@H](C2)F)C)F